NC=1C(=C(C=C2C=C(N=CC12)NC(O[C@@H]1[C@@H](CN(CC1)C(C)=O)F)=O)C1=C(C2=C(OCCN2)N=C1)C)F (cis)-1-Acetyl-3-fluoropiperidin-4-yl (8-amino-7-fluoro-6-(8-methyl-2,3-dihydro-1H-pyrido[2,3-b][1,4]oxazin-7-yl)isoquinolin-3-yl)carbamate